C(#N)C=1C=C(C(=O)NC=2C=C3C(=NNC3=CC2)C=2C=NC=CC2)C=CC1 3-cyano-N-(3-(pyridin-3-yl)-1H-indazol-5-yl)benzamide